N-(2,4-Dinitrophenyl)-L-valine CC(C)[C@@H](C(=O)O)NC1=C(C=C(C=C1)[N+](=O)[O-])[N+](=O)[O-]